4-ethoxypyrimidin C(C)OC1=NC=NC=C1